4-[4-(7-fluoro-6-methylsulfonyloxy-1,5-dihydro-3H-2,4-benzodioxepin-3-yl)-2-thiazolyl]-1-[2-[3,5-bis(trifluoromethyl)-1H-pyrazol-1-yl]acetyl]piperidine FC1=C(C2=C(COC(OC2)C=2N=C(SC2)C2CCN(CC2)C(CN2N=C(C=C2C(F)(F)F)C(F)(F)F)=O)C=C1)OS(=O)(=O)C